OC1=CC=C(C(=O)NC2=CC(=NO2)C=2C=NC(=CC2)N2CCCC2)C=C1 4-hydroxy-N-(3-(6-(pyrrolidin-1-yl)pyridin-3-yl)isoxazol-5-yl)benzamide